acetaldehyde ethyl hemiacetal C(C)OC(C)O